(4-chloro-3,5-difluoropyridin-2-yl)methylamine ClC1=C(C(=NC=C1F)CN)F